ClC=1N=CC2=C(N1)C(CC(N2C)=O)=O 2-chloro-5-methylpyrido[3,2-d]pyrimidine-6,8(5H,7H)-dione